C(C1=CC=CC=C1)OC=1C=C2CC[C@H](CC2=C(C1Br)F)NC(OC(C)(C)C)=O tert-butyl [(2R)-6-(benzyloxy)-7-bromo-8-fluoro-1,2,3,4-tetrahydronaphthalen-2-yl]carbamate